C(C(C)C)OC(C(CC(=O)OCC(C)C)(C(C)C)C(C)C)=O diisobutyl-2,2-diisopropylsuccinate